Methyl 5-(5-carbamoyl-2-((7-chloro-1,2,3,4-tetrahydroisoquinolin-6-yl)amino)pyrimidin-4-yl)thiophene-3-carboxylate C(N)(=O)C=1C(=NC(=NC1)NC=1C=C2CCNCC2=CC1Cl)C1=CC(=CS1)C(=O)OC